CN(C(=O)C=1C=NC=NC1)C N,N-dimethylpyrimidine-5-carboxamide